(1R,2R)-N-(7-chloro-6-(1-((3S,4S)-4-hydroxy-3-methyltetrahydrofuran-3-yl)piperidin-4-yl)isoquinolin-3-yl)-2-(difluoromethyl)cyclopropane-1-carboxamide ClC1=C(C=C2C=C(N=CC2=C1)NC(=O)[C@H]1[C@@H](C1)C(F)F)C1CCN(CC1)[C@]1(COC[C@H]1O)C